C1(CC1)N1C[C@@H](CCC1)NC1=NN=C(C2=CC=CC=C12)C1=C(C=C(C#N)C=C1)OCOCC (R)-4-(4-((1-cyclopropylpiperidin-3-yl)amino)phthalazin-1-yl)-3-(ethoxymethoxy)benzonitrile